3,3',4',5,7-pentahydroxyflavanone OC1C(OC2=CC(=CC(=C2C1=O)O)O)C1=CC(=C(C=C1)O)O